ethyl (2S)-2-((S)-2-amino-4-methylpentanamido)-4-((2,4-dimethoxybenzyl)(methyl)carbamoyl)hept-6-enoate N[C@H](C(=O)N[C@H](C(=O)OCC)CC(CC=C)C(N(C)CC1=C(C=C(C=C1)OC)OC)=O)CC(C)C